(s)-4-acetyl-6-((5-oxopyrrolidin-2-yl)methoxy)pyrido[3,4-g]isoquinolin-1(2H)-one C(C)(=O)C1=CNC(C2=CC=3C=CN=C(C3C=C21)OC[C@H]2NC(CC2)=O)=O